8,9-dihydroimidazo[1',2':1,6]pyrido[2,3-d]pyrimidine N1=CN=CC2=C1N1C(C=C2)=NCC1